NC1=NC(=CC=C1NC(C(N1C(C2=CC=CC=C2C1)=O)C1=C(C=CC=C1)OC)=O)Cl N-(2-amino-6-chloropyridin-3-yl)-2-(2-methoxyphenyl)-2-(1-oxoisoindol-2-yl)acetamide